C(C)(=O)C1=CN(C2=CC(=CC=C12)C(=O)O)CC(=O)N(C1CC1)CC(=O)NCC1=C(C(=CC=C1)Cl)F 3-acetyl-1-(2-((2-((3-chloro-2-fluorophenylmethyl)amino)-2-oxoethyl)(cyclopropyl)amino)-2-oxoethyl)-1H-indole-6-carboxylic acid